C(C)(C)C=1N=CC(=NC1)N 5-isopropylpyrazin-2-amine